O1C2=C(N(CC1)C(=O)C1=CN=CN1[C@H](C)C1=CC=CC=C1)C=CC=C2 (R)-(2,3-dihydro-4H-benzo[b][1,4]oxazin-4-yl)(1-(1-phenylethyl)-1H-imidazol-5-yl)methanone